3,5-dimethyl-4-methoxycarbonylethylpyrrolecarbaldehyde CC1=C(NC(=C1CCC(=O)OC)C)C=O